CC=1C=C(CC=2C=C(C=C(C2O)CC2=CC(=C(C(=C2)C)O)C)C(C)(C)C2=CC=C(C=C2)C(CC2=CC(=C(C(=C2)CC2=CC(=C(C(=C2)C)O)C)O)CC2=CC(=C(C(=C2)C)O)C)C2=CC(=C(C(=C2)CC2=CC(=C(C(=C2)C)O)C)O)CC2=CC(=C(C(=C2)C)O)C)C=C(C1O)C 4,4'-[1-{4-[1-(3,5-Bis(3,5-dimethyl-4-hydroxybenzyl)-4-hydroxyphenyl)-1-methylethyl]phenyl}ethylene]bis[2,6-bis(3,5-dimethyl-4-hydroxybenzyl)phenol]